(1S,2S)-1-aminoindan-2-ol N[C@@H]1[C@H](CC2=CC=CC=C12)O